C(C1=CC=CC=C1)OC(=O)N1CCCCC1C(F)(F)F 1-benzyloxycarbonyl-6-trifluoromethyl-piperidine